C(C)OC1=NC=CC=C1C1=CC(=C2C(=N1)C(=NN2C(C)C)C)NCC=2SC(=CN2)C 5-(2-ethoxy-3-pyridinyl)-1-isopropyl-3-methyl-N-[(5-methylthiazol-2-yl)methyl]pyrazolo[4,3-b]pyridin-7-amine